(S)-2-((1-(4-chlorophenyl)propan-2-yl)amino)-1-(1H-indol-3-yl)-2-phenylethan-1-one ClC1=CC=C(C=C1)CC(C)N[C@H](C(=O)C1=CNC2=CC=CC=C12)C1=CC=CC=C1